2-[3-(6-methyl-2-pyridyl)-1H-pyrazol-4-yl]-7-(5,6,7,8-tetrahydroimidazo[1,5-a]pyrazin-1-yl)-1,5-naphthyridine CC1=CC=CC(=N1)C1=NNC=C1C1=NC2=CC(=CN=C2C=C1)C=1N=CN2C1CNCC2